4-(morpholinomethyldimethoxysilyl)styrene O1CCN(CC1)C[Si](C1=CC=C(C=C)C=C1)(OC)OC